1-(sec-butyl)-3-methyl-1H-pyrazole-5-carboxylate C(C)(CC)N1N=C(C=C1C(=O)[O-])C